OCCOC(CCCCCCCCCCCC=O)=O 1,4-dioxaheptadecane-5,17-dione